F[C@H]1[C@@H]([C@H]2CN([C@@]1(C2)C)C)N(C2=CC=C(N=N2)C2=C(C=C(C=C2)C2=CC(N(C=C2)C)=O)O)C 4-(4-(6-(((1R,4R,5R,6S)-6-fluoro-1,2-dimethyl-2-azabicyclo[2.2.1]heptan-5-yl)(methyl)amino)pyridazin-3-yl)-3-hydroxyphenyl)-1-methylpyridin-2(1H)-one